4-(Benzyloxy)-N-(6-(1,2-dimethyl-1H-imidazol-5-yl)isoquinolin-3-yl)Benzamide C(C1=CC=CC=C1)OC1=CC=C(C(=O)NC=2N=CC3=CC=C(C=C3C2)C2=CN=C(N2C)C)C=C1